N1-((4-(3-amino-1H-indazol-5-yl)-1H-pyrrolo[2,3-b]pyridin-2-yl)methyl)-N3,N3-dimethylpropane-1,3-diamine NC1=NNC2=CC=C(C=C12)C1=C2C(=NC=C1)NC(=C2)CNCCCN(C)C